4-{4-[(S)-(1,3-dimethyl-azetidin-3-yl)-hydroxy-(4-isopropyl-phenyl)-methyl]-pyridin-2-yl}-2-methyl-butan-2-ol CN1CC(C1)(C)[C@@](C1=CC(=NC=C1)CCC(C)(O)C)(C1=CC=C(C=C1)C(C)C)O